(R)-3-(2,6-dichloro-4-((4-(3-chloropropoxy)phenyl) sulfonyl) phenoxy)propane-1,2-diyl diacetate C(C)(=O)OC[C@@H](COC1=C(C=C(C=C1Cl)S(=O)(=O)C1=CC=C(C=C1)OCCCCl)Cl)OC(C)=O